FC(SC1=C(C=CC=C1)P(N(P(C1=CC=C(C=C1)[Si](CCCC)(CCCC)CCCC)C1=CC=C(C=C1)[Si](CCCC)(CCCC)CCCC)C(C)C)C1=C(C=CC=C1)SC(F)(F)F)(F)F N-(bis(2-((trifluoromethyl)thio)phenyl)phosphaneyl)-N-isopropyl-1,1-bis(4-(tributylsilyl)phenyl)phosphanamine